CC1=NC(=CC=C1C1(CC2(C1)CC(C2)N)N)N2CCC1(CCCOC1)CC2 2-(2-methyl-6-(2-oxa-9-azaspiro[5.5]undecan-9-yl)pyridin-3-yl)spiro[3.3]heptane-2,6-diamine